(6-((4-((2-methoxy-5-(1-methyl-1H-pyrazol-4-yl)-4-morpholinylphenyl)amino)-5-(trifluoromethyl)pyrimidin-2-yl)amino)quinoxalin-5-yl)dimethylphosphine COC1=C(C=C(C(=C1)N1CCOCC1)C=1C=NN(C1)C)NC1=NC(=NC=C1C(F)(F)F)NC=1C(=C2N=CC=NC2=CC1)P(C)C